(2R,3S,4R,5S)-5-acetamido-2-(acetoxymethyl)tetrahydro-2H-pyran-3,4-diyl diacetate C(C)(=O)O[C@@H]1[C@H](OC[C@@H]([C@H]1OC(C)=O)NC(C)=O)COC(C)=O